C(C)N(C=CC)C N-ethyl-methyl-propenyl-amine